CC1=C(C(NC(N1)=S)C1=CC=C(C=C1)C1=CC=CC=C1)C(C)=O 1-[6-Methyl-4-(4-phenylphenyl)-2-thioxo-1,2,3,4-tetrahydropyrimidin-5-yl]ethan-1-one